5β-cholestan-3α,7α,12α,25-tetrol CC(C)(CCC[C@@H](C)[C@H]1CC[C@H]2[C@@H]3[C@@H](C[C@@H]4C[C@@H](CC[C@]4(C)[C@H]3C[C@@H]([C@]12C)O)O)O)O